[(2E)-3-[4-[[3-methyl-4-[(6-methyl-3-pyridinyl)oxy]phenyl]amino]-6-quinazolinyl]-2-propen-1-yl]acetamide CC=1C=C(C=CC1OC=1C=NC(=CC1)C)NC1=NC=NC2=CC=C(C=C12)/C=C/CCC(=O)N